COC=C(C(OC(O)(C)C)=O)C=O 5-(methoxymethylene)-2,2-dimethyl-1,3-dioxahexane-4,6-dione